CN1N=NC(=C1NC(O[C@H](C)C=1C(=NC=C(C1)F)F)=O)C1=NC=C(C=C1)NC(=O)C1(CS(C1)(=O)=O)C (R)-1-(2,5-difluoropyridin-3-yl)ethyl (1-methyl-4-(5-(3-methyl-1,1-dioxidothietane-3-carboxamido)pyridin-2-yl)-1H-1,2,3-triazol-5-yl)carbamate